3-cyano-4-oxo-piperidine-1-carboxylic acid tert-butyl ester C(C)(C)(C)OC(=O)N1CC(C(CC1)=O)C#N